C(=O)(O)C=1C=C(OC2=CC=C(C(=N2)C(=O)O)C(=O)O)C=CC1C(=O)O 6-(3,4-dicarboxyphenoxy)pyridine-2,3-dicarboxylic acid